((1r,5s,6r)-3-(2-chloro-6-(trifluoromethyl)pyrimidin-4-yl)-1,5-dimethyl-3-azabicyclo[3.1.0]hexane-6-yl)methanol ClC1=NC(=CC(=N1)N1C[C@@]2(C([C@@]2(C1)C)CO)C)C(F)(F)F